NC1=NC=CC(=C1)C=1C=C2C(=NNC2=C(C1)C1=CC(=CC=C1)F)N 5-(2-aminopyridin-4-yl)-7-(3-fluorophenyl)-1H-indazol-3-amine